5-(chloromethyl)-1-ethyl-4-[1-(trifluoromethyl)cyclopropyl]pyridine ClCC=1C(=CCN(C1)CC)C1(CC1)C(F)(F)F